NC(=O)C1=CC(=CC2=CN(N=C12)C1=CC=C(C=C1)NC(=O)C1C[NH+](C1)C)F 3-[({4-[7-(aminocarbonyl)-5-fluoro-2H-indazole-2-yl]phenyl}amino)carbonyl]-1-methyl-azacyclobutanium